Decan-8-yl 4-methylbenzenesulfonate CC1=CC=C(C=C1)S(=O)(=O)OC(CCCCCCC)CC